methyl 3-(2-(4-ethylpiperazin-1-yl) propanamido)-4-methylthiophene-2-carboxylate C(C)N1CCN(CC1)C(C(=O)NC1=C(SC=C1C)C(=O)OC)C